(E)-1'-(2-Aminoethyl)-5-bromo-1-methyl-[3,3'-biindolinylidene]-2,2'-dione hydrochloride Cl.NCCN1C(\C(\C2=CC=CC=C12)=C/1\C(N(C2=CC=C(C=C12)Br)C)=O)=O